N-(1-(4-(trifluoromethyl)phenyl)-1,2,3,4-tetrahydroquinolin-3-yl)propanamide FC(C1=CC=C(C=C1)N1CC(CC2=CC=CC=C12)NC(CC)=O)(F)F